NC1=NC=NN2C1=C(C=C2C=2C=CC(=C(C(=O)N[C@@H]1CN(C[C@@H]1F)C(=O)C1CC(CC1)(F)F)C2)F)C(F)(F)F 5-[4-amino-5-(trifluoromethyl)pyrrolo[2,1-f][1,2,4]triazin-7-yl]-N-[(3R,4S)-1-(3,3-difluorocyclopentanecarbonyl)-4-fluoropyrrolidin-3-yl]-2-fluorobenzamide